(S)-4-(3-amino-1-((isoquinolin-6-yl-1-d)amino)-1-oxopropan-2-yl)benzyl 2,4-dimethylbenzoate CC1=C(C(=O)OCC2=CC=C(C=C2)[C@H](C(=O)NC=2C=C3C=CN=C(C3=CC2)[2H])CN)C=CC(=C1)C